6-[(2,6-difluoro-4-pyridyl)amino]-3-methoxy-N-[(1-methylpyrazolo[3,4-b]pyridin-3-yl)methyl]pyridine-2-carboxamide FC1=NC(=CC(=C1)NC1=CC=C(C(=N1)C(=O)NCC1=NN(C2=NC=CC=C21)C)OC)F